BrC=1N=CC=2N(C1)C=C(N2)C(F)F 6-bromo-2-(difluoromethyl)imidazo[1,2-a]pyrazine